2,2-dimethyl-7-chloroheptanoic acid ethyl ester C(C)OC(C(CCCCCCl)(C)C)=O